O=C1NC(CC[C@@H]1N1C(C2=CC=CC(=C2C1)OCC=1C=CC(=NC1C)SC1CCN(CC1)C1=C(C=C(C#N)C=C1)F)=O)=O (S)-4-(4-((5-(((2-(2,6-dioxopiperidin-3-yl)-1-oxoisoindolin-4-yl)oxy)methyl)-6-methylpyridin-2-yl)thio)piperidin-1-yl)-3-fluorobenzonitrile